C(CCC)NCCCCO[Si](C1=CC=CC=C1)(C1=CC=CC=C1)C(C)(C)C N-butyl-4-[(tert-Butyldiphenylsilyl)oxy]-1-butylamine